COC(C1CCN(CC1)C1=CC=C(C=C1)[C@@H]1C=2C=CC(=CC2C(C[C@@H]1C(C)C)(F)F)O)OC (5R,6R)-5-(4-(4-(dimethoxymethyl)piperidin-1-yl)phenyl)-8,8-difluoro-6-isopropyl-5,6,7,8-tetrahydronaphthalen-2-ol